(4-methoxyphenyl)-N-(2-(4-methylpiperazin-1-yl)ethyl)-5-phenyloxazole-4-carboxamide COC1=CC=C(C=C1)C=1OC(=C(N1)C(=O)NCCN1CCN(CC1)C)C1=CC=CC=C1